6-[1-(1-acetyl-4-piperidyl)pyrazol-4-yl]-4-(2-pyridylsulfanyl)pyrazolo[1,5-a]pyridine-3-carbonitrile C(C)(=O)N1CCC(CC1)N1N=CC(=C1)C=1C=C(C=2N(C1)N=CC2C#N)SC2=NC=CC=C2